2-naphthalenyl ether C1=C(C=CC2=CC=CC=C12)OC1=CC2=CC=CC=C2C=C1